2-Chloro-4-{6-[2-(7-chloro-4-methoxy-2-methyl-indol-1-yl)-ethylamino]-pyrimidin-4-yl}-6-propyl-benzoic acid ClC1=C(C(=O)O)C(=CC(=C1)C1=NC=NC(=C1)NCCN1C(=CC2=C(C=CC(=C12)Cl)OC)C)CCC